1-{1H-pyrrolo[2,3-b]pyridine-4-yl}-1H,2H,3H-pyrido[3,4-b][1,4]oxazine N1C=CC=2C1=NC=CC2N2C1=C(OCC2)C=NC=C1